ClCC1=CC=C(CC2=NOC(=C2)C=2C(=NC(=CC2)N)N)C=C1 3-(3-(4-(chloromethyl)benzyl)isoxazol-5-yl)pyridine-2,6-diamine